4-((2-(3-cyclopropyl-1,2,4-oxadiazol-5-yl) ethyl) amino)-4-oxobutanoate C1(CC1)C1=NOC(=N1)CCNC(CCC(=O)[O-])=O